CC1=C(C=C(C=C1)NC(=O)C1NCCC(C1)C(F)(F)F)C1=CC2=C(N=C(N=C2)NC)N2C1=NCC2 N-(4-methyl-3-(2-(methylamino)-8,9-dihydroimidazo[1',2':1,6]pyrido[2,3-d]pyrimidin-6-yl)phenyl)-4-(trifluoromethyl)piperidine-2-carboxamide